N-(tert-butoxycarbonyl)glycylglycyl-L-phenylalanyl-N5-carbamoyl-L-ornithine C(C)(C)(C)OC(=O)NCC(=O)NCC(=O)N[C@@H](CC1=CC=CC=C1)C(=O)N[C@@H](CCCNC(N)=O)C(=O)O